O1CCN(CC1)CC 2-Morpholinoethane